2-(tert-butyl) 3-methyl (1S,3S,5R)-5-((2-acetamidoethoxy)methyl)-2-azabicyclo-[3.1.0]hexane-2,3-dicarboxylate C(C)(=O)NCCOC[C@@]12C[C@H](N([C@H]2C1)C(=O)OC(C)(C)C)C(=O)OC